8-(4-Isopropoxybenzamido)quinoline-2-carboxylic Acid C(C)(C)OC1=CC=C(C(=O)NC=2C=CC=C3C=CC(=NC23)C(=O)O)C=C1